2,6-bis(9H-carbazol-9-yl)-3,5-bis(3,6-di-tert-butyl-9H-carbazol-9-yl)benzonitrile C1=CC=CC=2C3=CC=CC=C3N(C12)C1=C(C#N)C(=C(C=C1N1C2=CC=C(C=C2C=2C=C(C=CC12)C(C)(C)C)C(C)(C)C)N1C2=CC=C(C=C2C=2C=C(C=CC12)C(C)(C)C)C(C)(C)C)N1C2=CC=CC=C2C=2C=CC=CC12